N'-[(E)-(3,5-dimethoxyphenyl)methylene]-6-(4-propoxyphenyl)pyrazine-2-carbohydrazide COC=1C=C(C=C(C1)OC)\C=N\NC(=O)C1=NC(=CN=C1)C1=CC=C(C=C1)OCCC